C=1C=CC(C2=C3C=CC=CC3=CC12)=O 4-Fluorenone